5-Bromo-3-(4-isoquinolinyl)-1H-thieno[3,2-d]pyrimidine-2,4-dione BrS1C=CC=2NC(N(C(C21)=O)C2=CN=CC1=CC=CC=C21)=O